ClC=1C=CC2=C(CCCN(S2(=O)=O)[C@@H]([C@@H](C)C2=C(C(=CC=C2F)C)C)C2=NNC(O2)=O)C1 5-((1S,2S)-1-(7-chloro-1,1-dioxido-4,5-dihydrobenzo[f][1,2]thiazepine-2(3H)-yl)-2-(6-fluoro-2,3-dimethylphenyl)propyl)-1,3,4-oxadiazol-2(3H)-one